3-(2-fluoro-4-(((5-methoxy-4-((4-(1-methyl-1H-indol-3-yl)pyrimidin-2-yl)amino)-2-nitrophenyl)amino)methyl)phenyl)piperidine-2,6-dione FC1=C(C=CC(=C1)CNC1=C(C=C(C(=C1)OC)NC1=NC=CC(=N1)C1=CN(C2=CC=CC=C12)C)[N+](=O)[O-])C1C(NC(CC1)=O)=O